CC1=CC=C(C=C1)S(F)(F)(F)(F)F 1-methyl-4-(pentafluorosulfanyl)benzene